bis(3,4-dichlorobenzoyl) peroxide ClC=1C=C(C(=O)OOC(C2=CC(=C(C=C2)Cl)Cl)=O)C=CC1Cl